[(R)-4-(6-Amino-4-methoxy-pyridin-3-yl)-2-((R)-1-hydroxy-ethyl)piperazin-1-yl]-[4-methoxy-5-(4-trifluoromethyl-phenyl)-pyridin-2-yl]-methanone NC1=CC(=C(C=N1)N1C[C@@H](N(CC1)C(=O)C1=NC=C(C(=C1)OC)C1=CC=C(C=C1)C(F)(F)F)[C@@H](C)O)OC